CC1=C(C(=C(C(=C1CC)OCCC)C)C)O 2,5,6-trimethyl-3-ethyl-4-propoxyphenol